C(C)(C)(C)OC(=O)N1CCC(CC1)C1CCN(CC1)C(NC1=CC=C(C=C1)Br)=O t-butyl-1'-[(4-bromophenyl)carbamoyl]-[4,4'-bipiperidine]-1-carboxylate